2-(bicyclo[1.1.1]pentane-1-yl)-N-(2-(ethylthio)-4-(6-fluoro-3,4-dihydroisoquinolin-2(1H)-yl)-6-methylphenyl)acetamide C12(CC(C1)C2)CC(=O)NC2=C(C=C(C=C2C)N2CC1=CC=C(C=C1CC2)F)SCC